FC=1C=C2C(C=C(OC2=CC1F)C1=CC=CC=C1)=O 6,7-Difluoro-4-oxo-2-phenyl-chromen